C1(=CC(=CC=C1)C=1N=CNC1)C 4(s)-(m-tolyl)-1H-imidazole